BrC(C(=O)C1=C2C=CC(NC2=C(C=C1)OCC1=CC=CC=C1)=O)CC 5-(2-bromobutyryl)-8-benzyloxy-quinolone